(4-(2-(3-Hydroxypropoxy)ethoxy)-2-methoxyphenyl)carbamic acid tert-butyl ester C(C)(C)(C)OC(NC1=C(C=C(C=C1)OCCOCCCO)OC)=O